C(C)(=O)OC1CC(CCC1)C1=NC(=C2N1C=CN=C2Cl)Br 3-(1-bromo-8-chloroimidazo[1,5-a]pyrazin-3-yl)cyclohexyl acetate